NCC(CN1N=CN(C1=O)C1=NC=C(C=C1C)C1=CC2=C(N(CCO2)C)C=C1)=C(F)F 2-[2-(aminomethyl)-3,3-difluoro-allyl]-4-[3-methyl-5-(4-methyl-2,3-dihydro-1,4-benzoxazin-7-yl)-2-pyridinyl]-1,2,4-triazol-3-one